BrC=1C(C2=CC(=CC=C2C1C=1N=CSC1C)OCCCN1CCOCC1)=O 2-bromo-3-(5-methylthiazol-4-yl)-6-(3-morpholinopropoxy)inden-1-one